4-[[4-(5-Hydroxypyridin-3-yl)-3-methylphenyl]methyl]piperazin OC=1C=C(C=NC1)C1=C(C=C(C=C1)CN1CCNCC1)C